2-[2-[4-fluoro-2-(3-methyl-1-propan-2-ylpyrazol-4-yl)oxyphenyl]pyrimidin-5-yl]ethanamine FC1=CC(=C(C=C1)C1=NC=C(C=N1)CCN)OC=1C(=NN(C1)C(C)C)C